20-oxo-5β-pregnan-3α-ol O=C(C)[C@H]1CC[C@H]2[C@@H]3CC[C@@H]4C[C@@H](CC[C@]4(C)[C@H]3CC[C@]12C)O